C[Si](C)(C)N([Si](C)(C)C)[Na] Bis(trismethylsilyl)aminosodium